IC1=CC2=C(C(=N1)C)CC(C2)C=O 3-iodo-1-methyl-6,7-dihydro-5H-cyclopenta[c]pyridine-6-carbaldehyde